glutathione Sulphur [S].N[C@H](C(=O)O)CCC(=O)N[C@@H](CS)C(=O)NCC(=O)O